FC=1C=C(C=CC1F)C(C(=O)O)N1C(NCC1=O)=O 2-(3,4-difluorophenyl)-2-(2,5-dioxoimidazolidin-1-yl)acetic acid